C(C)(C)(C)OC(=O)NC=1C=C(C=CC1)C1=CC=2[C@H]3[C@@H]([C@H](N(C2C=C1)C(=O)OC(C)(C)C)CO)CCN3 tert-butyl (3aS,4S,9bR)-8-(3-((tert-butoxycarbonyl) amino) phenyl)-4-(hydroxymethyl)-1,2,3,3a,4,9b-hexahydro-5H-pyrrolo[3,2-c]quinoline-5-carboxylate